cyclopenta[f]naphthalen-7-ol C=1C=CC=2C1C1=CC=C(CC1=CC2)O